1-(hydroxymethyl)-2-oxa-5-azabicyclo[2.2.1]heptane-5-carboxylic acid tert-butyl ester C(C)(C)(C)OC(=O)N1C2COC(C1)(C2)CO